Methyl 2-[1-(3-chlorophenyl)-1H-pyrazol-4-yl]acetate ClC=1C=C(C=CC1)N1N=CC(=C1)CC(=O)OC